CN(C)CC1=CC=CC(=N1)C=1N=CN(C1)C(=O)NCCC1=CC=CC=C1 4-(6-((Dimethylamino)methyl)pyridin-2-yl)-N-phenethyl-1H-imidazole-1-carboxamide